O=C1NC(CCC1N1C(N(C2=C1C=CC=C2C2CCN(CC2)CC2CCC(CC2)N2N=C1C=C(C(=CC1=C2)NC(=O)C2=NC(=CC=C2)C(F)(F)F)C)C)=O)=O N-[2-[4-[[4-[1-(2,6-dioxo-3-piperidyl)-3-methyl-2-oxo-benzimidazol-4-yl]-1-piperidyl]methyl]cyclohexyl]-6-methyl-indazol-5-yl]-6-(trifluoromethyl)pyridine-2-carboxamide